CN(CCN1C(C(=CC=C1)C(=O)OC)=O)C methyl 1-[2-(dimethylamino)ethyl]-2-oxo-1,2-dihydropyridine-3-carboxylate